C(C#CC)(=O)N[C@@H]1CN(CCC1)C1=NC=CC2=C1NC(C(N2)=O)=O (S)-5-(3-(but-2-ynamido)piperidin-1-yl)-2,3-dioxo-1,2,3,4-tetrahydropyrido[3,4-b]pyrazine